benzyl (S)-4-(((S)-1-((naphthalen-1-ylmethyl)amino)-1-oxopropan-2-yl)amino)-4-oxo-3-(3-phenylpropanamido)butanoate C1(=CC=CC2=CC=CC=C12)CNC([C@H](C)NC([C@H](CC(=O)OCC1=CC=CC=C1)NC(CCC1=CC=CC=C1)=O)=O)=O